2,2-bis(4-isocyanatophenyl)propane N(=C=O)C1=CC=C(C=C1)C(C)(C)C1=CC=C(C=C1)N=C=O